butyryl-styrene C(CCC)(=O)C=CC1=CC=CC=C1